S(=O)(=O)(ON1C2CCCN(C1=O)C2)O 7-oxo-1,6-diazabicyclo[3.2.1]oct-6-yl hydrogen sulfate